1-ethyl 1,3-dimethyl 3-(4-phenoxyphenyl)propane-1,1,3-tricarboxylate O(C1=CC=CC=C1)C1=CC=C(C=C1)C(CC(C(=O)OCC)C(=O)OC)C(=O)OC